(3R)-N-cyclopropyl-1-(2-nitrophenyl)-sulfonyl-piperidin-3-amine C1(CC1)N[C@H]1CN(CCC1)S(=O)(=O)C1=C(C=CC=C1)[N+](=O)[O-]